BrC=1C=NN2C1C=1N(C=3C=C(C=CC3C1C#N)F)CCCC2 1-bromo-11-fluoro-5,6,7,8-tetrahydropyrazolo[5',1':3,4][1,4]diazocino[1,2-a]indole-14-carbonitrile